N=1N2C(=C(C1)C1CN(CCO1)S(=O)(=O)C1=CC=C(C=C1)C)CCC2 2-(5,6-dihydro-4H-pyrrolo[1,2-b]pyrazol-3-yl)-4-(p-tolylsulfonyl)morpholine